[1,1'-biphenyl]-3,4'-diol hydrobromide Br.C1(=CC(=CC=C1)O)C1=CC=C(C=C1)O